[N+](=O)([O-])C=1C=C(C=CC1NCC1CCOCC1)S(=O)(=O)NC(C1=CC=CC=C1)=O N-{3-nitro-4-[(oxan-4-ylmethyl)amino]benzenesulfonyl}benzamide